(2S,4R)-4-METHOXYHEX-5-ENE-2-SULFONAMIDE CO[C@H](C[C@H](C)S(=O)(=O)N)C=C